NCC#CC1=C(C(=O)OCOC(C)=O)C=CC(=C1)NC(CCCNC(C[C@H]1C=2N(C3=C(C(=N1)C1=CC=C(C=C1)Cl)C(=C(S3)C)C)C(=NN2)C)=O)=O acetoxymethyl (S)-2-(3-aminoprop-1-yn-1-yl)-4-(4-(2-(4-(4-chlorophenyl)-2,3,9-trimethyl-6H-thieno[3,2-f][1,2,4]triazolo[4,3-a][1,4]diazepin-6-yl)acetamido)butanamido)benzoate